C(C)(C)(C)OC(=O)N(CCCNC(=O)OC(C)(C)C)CC=1C=CC(=C(C(=O)O)C1)N(S(=O)(=O)C)C 5-(((tert-butoxycarbonyl)(3-((tert-butoxycarbonyl)amino)propyl)amino)methyl)-2-(N-methylmethylsulfonamido)benzoic acid